5-{4-[cyclopropyl-(methyl)amino]-5h,6h,7h,8h-pyrido[3,4-d]pyrimidine-7-carbonyl}-6-methyl-N-(1-methylcyclopropyl)furo[2,3-d]pyrimidin-4-amine C1(CC1)N(C=1C2=C(N=CN1)CN(CC2)C(=O)C2=C(OC=1N=CN=C(C12)NC1(CC1)C)C)C